ClC1=CC(=C(C=C1)C1=CC(=NC2=C1N=C(N(C2=O)C)C)N2CC(OCC2)C=2C=NN(C2)C)F 8-(4-Chloro-2-fluorophenyl)-2,3-dimethyl-6-(2-(1-methyl-1H-pyrazol-4-yl)morpholino)pyrido[3,2-d]pyrimidin-4(3H)-one